COC(=O)C1=C(SC2=C1NC=C2)C 2-methyl-4H-thieno[3,2-b]Pyrrole-3-carboxylic acid methyl ester